N-((1-((2-(3,5-dichlorophenyl)-6-((6-(4-(2-(methylsulfinyl)ethyl)piperazin-1-yl)pyridin-3-yl)oxy)pyridin-4-yl)methyl)piperidin-4-yl)methyl)acetamide ClC=1C=C(C=C(C1)Cl)C1=NC(=CC(=C1)CN1CCC(CC1)CNC(C)=O)OC=1C=NC(=CC1)N1CCN(CC1)CCS(=O)C